cyclopropylpyrrolidin-2-one C1(CC1)N1C(CCC1)=O